NC1=CC=CC(=N1)S(=O)(=O)NC(=O)C=1C(=NC=C(C1)C1=CCC(CC1)C)N1C(CC(C1)C)(C)C N-[(6-Amino-2-pyridyl)sulfonyl]-5-(4-methylcyclohexen-1-yl)-2-(2,2,4-trimethylpyrrolidin-1-yl)pyridin-3-carboxamid